C(C)(C)(C)C1=C(C=CC(=C1)C(C)(C)C)C1=NC=NC(=N1)C1=C(C=C(C=C1)C(C)(C)C)C(C)(C)C 4,6-bis(2,4-di-tertiary butylphenyl)-s-triazine